tert-butyl (1-cyano-2-(3-(3-methyl-2-oxo-2,3-dihydrobenzo[d]oxazol-5-yl)bicyclo[1.1.1]pentan-1-yl)ethyl)carbamate C(#N)C(CC12CC(C1)(C2)C=2C=CC1=C(N(C(O1)=O)C)C2)NC(OC(C)(C)C)=O